C([C@@H](S)[C@H](S)CS)O trithiothreitol